methylazetidine-3-carbonitrile CN1CC(C1)C#N